NCC=1OC2=C(C1)C=C(C=C2OC)C2=CC=C(C=C2)C(=O)N2CCOCC2 (4-(2-(aminomethyl)-7-methoxybenzofuran-5-yl)phenyl)(morpholino)methanone